1,4-diphenyl-1H-1,2,3-triazole C1(=CC=CC=C1)N1N=NC(=C1)C1=CC=CC=C1